C(C)(C)(C)OC(NC1=C(SC(=C1)Br)Br)=O (2,5-Dibromothiophen-3-yl)carbamic acid tert-butyl ester